Cl.N1CCC(=CC1)C1=CN(C2=CC=CC=C12)S(=O)(=O)C1=CC=C(C)C=C1 3-(1,2,3,6-tetrahydropyridin-4-yl)-1-tosyl-1H-indole hydrochloride